2-[(3R)-3-[(2,3-dimethoxyacridin-9-yl)amino]piperidin-1-yl]ethan-1-ol COC1=CC2=C(C3=CC=CC=C3N=C2C=C1OC)N[C@H]1CN(CCC1)CCO